3-{4-[(2-chlorophenyl)sulfamoyl]phenyl}-1-(pyridin-3-ylmethyl)urea ClC1=C(C=CC=C1)NS(=O)(=O)C1=CC=C(C=C1)NC(NCC=1C=NC=CC1)=O